triimidazolium bromide [Br-].N1C=[NH+]C=C1.N1C=[NH+]C=C1.N1C=[NH+]C=C1.[Br-].[Br-]